C1(CCC(N1OC(CCCCCCCCCCN1C(C=CC1=O)=O)=O)=O)=O 11-(maleimidyl)undecanoic acid succinimidyl ester